(4-methylphenyl)methyl N-{[2-(2,6-dioxopiperidin-3-yl)-3-oxo-2,3-dihydro-1H-isoindol-5-yl]methyl}carbamate O=C1NC(CCC1N1CC2=CC=C(C=C2C1=O)CNC(OCC1=CC=C(C=C1)C)=O)=O